6-(1-(6-amino-5-((2,3-dichlorophenyl)thio)pyrazin-2-yl)-4-(aminomethyl)piperidin-4-yl)-N-(6-((2-(2,6-dioxopiperidin-3-yl)-1-oxoisoindolin-4-yl)amino)-6-oxohexyl)hexanamide NC1=C(N=CC(=N1)N1CCC(CC1)(CN)CCCCCC(=O)NCCCCCC(=O)NC1=C2CN(C(C2=CC=C1)=O)C1C(NC(CC1)=O)=O)SC1=C(C(=CC=C1)Cl)Cl